OC1=C(C(=CC=C1)O[C@@H]1O[C@@H]([C@H]([C@@H]([C@H]1O)O)O)CO)C(C=CC1=CC=C(C=C1)OC)=O 1-[2-Hydroxy-6-[(2S,3R,4S,5S,6R)-3,4,5-trihydroxy-6-(hydroxymethyl)oxan-2-yl]oxyphenyl]-3-(4-methoxyphenyl)prop-2-en-1-one